NC1=C2C=CN(C(C2=CC=C1)=O)C(C)C 5-amino-2-isopropylisoquinolin-1(2H)-one